6-methyl-2-oxo-4-propyl-1,2-dihydropyridine CC1=CC(=CC(N1)=O)CCC